(2R)-3-{4-[2-(2-ethoxyethoxy)ethoxy]phenyl}-2-(1,4,7,10-tetraazacyclododecan-1-yl)propanoate C(C)OCCOCCOC1=CC=C(C=C1)C[C@H](C(=O)[O-])N1CCNCCNCCNCC1